4,5-dimethyl-[1,3]dioxolane CC1OCOC1C